1,3-Dio-tolylguanidine C1(=C(C=CC=C1)NC(=N)NC1=C(C=CC=C1)C)C